stearyl (3,5-di-t-butyl-4-hydroxyphenyl)propionate C(C)(C)(C)C=1C=C(C=C(C1O)C(C)(C)C)C(C(=O)OCCCCCCCCCCCCCCCCCC)C